tert-butyl 4-[3-(2,4-dioxohexahydropyrimidin-1-yl)imidazo[1,2-a]pyridin-7-yl]piperidine-1-carboxylate O=C1N(CCC(N1)=O)C1=CN=C2N1C=CC(=C2)C2CCN(CC2)C(=O)OC(C)(C)C